FC=1C(=CC=C2C(=NC(=NC12)OC[C@H]1N(CCC1)C)N1C[C@H]2CC[C@@H](C1)N2C([C@@H](C)O)=O)C2=CC(=CC1=CC=CC=C21)O (R)-1-((1R,5S)-3-(8-fluoro-7-(3-hydroxynaphthalen-1-yl)-2-(((S)-1-methylpyrrolidin-2-yl)methoxy)quinazolin-4-yl)-3,8-diazabicyclo[3.2.1]octan-8-yl)-2-hydroxypropan-1-one